2-Methyl-2-phenylpropan-1-amine hydrochloride Cl.CC(CN)(C)C1=CC=CC=C1